(3R)-3-amino-1-methylcyclohexanol N[C@H]1CC(CCC1)(O)C